CC=1C=C(C=CC1C(C)C)O 3-Methyl-4-iso-propylphenol